naphthyridinethioate lithium [Li+].N1=C(C=CC2=CC=CN=C12)C([O-])=S